OCCCCCCCCN1CC(C(C1)C(=O)N[C@@H]1[C@H](C1)C1=CC=CC=C1)C(=O)N (8-hydroxyoctyl)-N4-((1s,2R)-2-phenyl-cyclopropyl)pyrrolidine-3,4-dicarboxamide